dibromo-pyrogallol BrC1=CC(=C(C(=C1O)O)O)Br